C(CC)OC(C1=CC(=C(C=C1)OCCCCCCCCCCCCCC)OC)=O 4-Tetradecyloxy-3-methoxybenzoic acid propyl ester